(E)-3-(4-(2-ethoxyvinyl)-2H-indazol-2-yl)piperidine-2,6-dione C(C)O/C=C/C=1C2=CN(N=C2C=CC1)C1C(NC(CC1)=O)=O